(3RS)-3-(4-amino-1-oxo-1,3-dihydro-2H-isoindol-2-yl)piperidine-2,6-dione NC1=C2CN(C(C2=CC=C1)=O)[C@H]1C(NC(CC1)=O)=O |r|